10-[4-(4-cyanophenyl)phenoxy]decyl 2,5-bis[[4-[2-[4-(6-hydroxyhexoxy)phenyl]ethynyl]benzoyl]oxy]-benzoate OCCCCCCOC1=CC=C(C=C1)C#CC1=CC=C(C(=O)OC2=C(C(=O)OCCCCCCCCCCOC3=CC=C(C=C3)C3=CC=C(C=C3)C#N)C=C(C=C2)OC(C2=CC=C(C=C2)C#CC2=CC=C(C=C2)OCCCCCCO)=O)C=C1